C(C)(C)(CC)O t-amylalcohol